NC1=C(N=C(S1)S(=O)(=O)C)C(=O)N 5-amino-2-methylsulfonyl-thiazole-4-carboxamide